ClC=1C(=NC=CC1S)N1C[C@@H](CC1)O (R)-1-(3-chloro-4-mercaptopyridin-2-yl)pyrrolidin-3-ol